C[C@H](CC)N (2R)-butan-2-amine